C(C1=CC=CC=C1)N1C([C@H](OC2=C1C=CC(=C2)Br)C)=O (2R)-4-benzyl-7-bromo-2-methyl-2H-1,4-benzoxazin-3-one